2-(CHLOROMETHYL)PYRIMIDINE-4-CARBALDEHYDE ClCC1=NC=CC(=N1)C=O